CC1=NC=CC(=C1)NC=1C=C(C(=O)NC2=CC(=CC=C2)OC2=CC=NC=C2)C=CC1 3-((2-methylpyridin-4-yl)amino)-N-(3-(pyridin-4-yloxy)phenyl)benzamide